2-chloro-N-(1-(2-isopropylphenyl)-2-oxocyclohexyl)acetamide ClCC(=O)NC1(C(CCCC1)=O)C1=C(C=CC=C1)C(C)C